4-Ethyl-6-((naphthalen-2-yloxy)methyl)picolinic acid C(C)C1=CC(=NC(=C1)COC1=CC2=CC=CC=C2C=C1)C(=O)O